C(C)(C)(C)OC(=O)N1CCN(CC1)C1=C(C(=C(C(=O)O)C=C1)C=O)OC 4-(4-(tert-Butoxycarbonyl)piperazin-1-yl)-2-formyl-3-methoxybenzoic acid